(2R,3S,4R,5R)-5-(4-((S)-2-amino-3-(4-fluorophenyl)propanamido)pyrrolo[2,1-f][1,2,4]triazin-7-yl)-5-cyano-4-hydroxy-2-(hydroxymethyl)tetrahydrofuran-3-yl isobutyrate C(C(C)C)(=O)O[C@@H]1[C@H](O[C@@]([C@@H]1O)(C#N)C1=CC=C2C(=NC=NN21)NC([C@H](CC2=CC=C(C=C2)F)N)=O)CO